C(=O)C1=CC=C(C=C1)CC(=O)OC methyl (4-formylphenyl)acetate